CN1N=CC=C1NC(C)=O N-(1-methyl-1H-pyrazol-5-yl)acetamide